C(CCCCCCC\C=C/C\C=C/CCCCC)(=O)OCC(COC(CCC(OCCCCCCCC)OCCCCCCCC)=O)COC(NCCCN1CCCC1)=O 3-((4,4-bis(octyloxy)butanoyl)oxy)-2-((((3-(pyrrolidin-1-yl)propyl)carbamoyl)oxy)methyl)propyl (9Z,12Z)-octadeca-9,12-dienoate